(1R,3S)-3-[3-({[5-methyl-2-(methylsulfonyl)phenyl]acetyl} amino)-1H-pyrazol-5-yl]cyclopentylpropylcarbamate CC=1C=CC(=C(C1)CC(=O)NC1=NNC(=C1)[C@@H]1C[C@H](CC1)CCCNC([O-])=O)S(=O)(=O)C